ClC1=CC=C2C(=CNC2=C1)S(=O)(=O)NC1=C(C=C(C(=C1)C)Cl)F 6-chloro-N-(4-chloro-2-fluoro-5-methylphenyl)-1H-indole-3-sulfonamide